N-(3-(2-amino-9,10-dihydro-8H-pyrido[1,6-a:2,3-d']dipyrimidin-6-yl)-4-methylphenyl)-4-(trifluoromethyl)picolinamide NC=1N=CC2=C(N1)N1C(=NCCC1)C(=C2)C=2C=C(C=CC2C)NC(C2=NC=CC(=C2)C(F)(F)F)=O